4-((2-methoxyethyl)amino)-2-((8-(1-methyl-1H-pyrazol-5-yl)-2,3-dihydrobenzo[b][1,4]dioxin-5-yl)amino)-7H-pyrrolo[2,3-d]pyrimidine-5-carbonitrile COCCNC=1C2=C(N=C(N1)NC1=CC=C(C=3OCCOC31)C3=CC=NN3C)NC=C2C#N